4-(propionyloxy)benzoic acid C(CC)(=O)OC1=CC=C(C(=O)O)C=C1